C(C1=CC=CC=C1)C1OCCN(C1)C(=O)N1CC(CCC1)COC1=NC=CC=C1C(F)(F)F (2-benzylmorpholino)(3-(((3-(trifluoromethyl)pyridin-2-yl)oxy)methyl)piperidin-1-yl)methanone